3-((methylsulfonyl)oxy)cyclohexane-1-carboxylic acid ethyl ester C(C)OC(=O)C1CC(CCC1)OS(=O)(=O)C